ClC=1C(=NC=C(C1[C@@H](C)OC=1C=C2C(=NNC2=CC1OC)C=1C=CC(=NC1)N1CC2N(CC1)C(CC2)=O)Cl)C 2-[5-[5-[(1R)-1-(3,5-dichloro-2-methyl-4-pyridyl)ethoxy]-6-methoxy-1H-indazol-3-yl]-2-pyridyl]-1,3,4,7,8,8a-hexahydropyrrolo[1,2-a]pyrazin-6-one